CN1C(CCC1C=1C=NC=CC1)=O 1-methyl-5-(3-pyridyl)-2-pyrrolidone